1-[3-(dibromohydroxysilyl)heptyl]-2-Imidazolidinone Br[Si](C(CCN1C(NCC1)=O)CCCC)(O)Br